4-(chloromethyl)-5-cyclopropyl-7-methyl-1H-indole-1-carboxylic acid tert-butyl ester C(C)(C)(C)OC(=O)N1C=CC2=C(C(=CC(=C12)C)C1CC1)CCl